C1(CC1)NC1=NC(=NC=C1C=O)SC 4-(cyclopropylamino)-2-(methylthio)pyrimidine-5-carbaldehyde